CC12CC3(CC(CC(C1)(C3)C3=CC=CC=C3)C2)C(=O)O 3-methyl-5-phenyl-adamantane-1-carboxylic acid